2,5-dichlorobenzenophenone ClC1=C(C=C(C=C1)Cl)C(=O)C1=CC=CC=C1